tert-butyl (1R,3s,5S)-3-hydroxy-3-methyl-8-azabicyclo[3.2.1]octane-8-carboxylate OC1(C[C@H]2CC[C@@H](C1)N2C(=O)OC(C)(C)C)C